N-(5-(2-(((1r,4r)-4-(Dimethylamino)cyclohexyl)amino)-8-isopropyl-7-oxo-7,8-dihydropyrido[2,3-d]pyrimidin-6-yl)-6-methylpyridin-2-yl)-2-fluorobenzenesulfonamide CN(C1CCC(CC1)NC=1N=CC2=C(N1)N(C(C(=C2)C=2C=CC(=NC2C)NS(=O)(=O)C2=C(C=CC=C2)F)=O)C(C)C)C